FC1=CC=C(C=C1)CN1C(=NOC1=O)CN1CC2=C(CC1)SC=C2 4-[(4-fluorophenyl)methyl]-3-{4H,5H,6H,7H-thieno[3,2-c]pyridin-5-ylmethyl}-4,5-dihydro-1,2,4-oxadiazol-5-one